(R)-N-(3-(1-((2-Amino-5-(1-methyl-1H-pyrazol-4-yl)pyridin-3-yl)oxy)ethyl)phenyl)-1-methyl-1H-indol-6-carboxamid NC1=NC=C(C=C1O[C@H](C)C=1C=C(C=CC1)NC(=O)C1=CC=C2C=CN(C2=C1)C)C=1C=NN(C1)C